C(C1=CN=CC=C1)(=O)NC=1SC2=C(N1)C=CC(=C2)C(=O)O 2-(nicotinamido)benzo[d]thiazole-6-carboxylic acid